FC1=C(CN2CC(N(CC2)C)=O)C=CC(=C1)[N+](=O)[O-] 4-(2-fluoro-4-nitrobenzyl)-1-methylpiperazin-2-one